C1CN(CCN1CCCN)CCCN bis(3-aminopropyl)piperazine